6-[7-(3-{[(3R)-oxolane-3-yl]amino}propoxy)imidazo[1,2-a]pyridin-3-yl]pyrimidin-4-amine O1C[C@@H](CC1)NCCCOC1=CC=2N(C=C1)C(=CN2)C2=CC(=NC=N2)N